C(CCC)N(CCC[Si](C1=C(C=C)C=CC=C1)(OC)OC)CCCC 2-[(3-dibutylaminopropyl)dimethoxysilyl]styrene